4-[(2S)-2-[[4-[(3S)-3-(cyanomethyl)-4-prop-2-enoyl-piperazin-1-yl]-7-(8-iodo-1-naphthyl)-6,8-dihydro-5H-pyrido[3,4-d]pyrimidin-2-yl]oxymethyl]pyrrolidin-1-yl]butanoic acid C(#N)C[C@H]1CN(CCN1C(C=C)=O)C=1C2=C(N=C(N1)OC[C@H]1N(CCC1)CCCC(=O)O)CN(CC2)C2=CC=CC1=CC=CC(=C21)I